1-(2-aminoethyl)-3-(4-methyl-2-(pyrrolidin-1-yl)quinolin-6-yl)thiourea NCCNC(=S)NC=1C=C2C(=CC(=NC2=CC1)N1CCCC1)C